(6-bromopyridazin-3-yl)-3-(4-fluorophenyl)-4-oxo-1-((tetrahydro-2H-pyran-4-yl)methyl)-1,4-dihydropyridine-2,5-dicarboxamide BrC1=CC=C(N=N1)C1=C(C(C(=C(N1CC1CCOCC1)C(=O)N)C1=CC=C(C=C1)F)=O)C(=O)N